3-(2-chloro-2-oxoacetyl)-1H-indole-5-carboxylic acid methyl ester COC(=O)C=1C=C2C(=CNC2=CC1)C(C(=O)Cl)=O